FC=1C(=C(C=C(C1)C1CCOCC1)[C@H](C(=O)O)N1C[C@@H](CC1)OCCCCCC1=NC=2NCCCC2C(=C1)OC)OC (R)-2-(3-fluoro-2-methoxy-5-(tetrahydro-2H-pyran-4-yl)phenyl)-2-((R)-3-((5-(4-methoxy-5,6,7,8-tetrahydro-1,8-naphthyridin-2-yl)pentyl)oxy)pyrrolidin-1-yl)acetic acid